6-chloro-1-(4-(hydroxymethyl)benzyl)-7-(naphthalen-1-ylmethyl)-5-oxo-8-(3-(trifluoromethyl)phenyl)-1,2,3,5-tetrahydroimidazo[1,2-a]pyridine-3-carboxylic acid ClC1=C(C(=C2N(C1=O)C(CN2CC2=CC=C(C=C2)CO)C(=O)O)C2=CC(=CC=C2)C(F)(F)F)CC2=CC=CC1=CC=CC=C21